NC1=NC=CC(=N1)C#CCN1C(N(C(C=2N(C(=NC12)S(=O)(=O)C)C)=O)C)=O 3-(3-(2-aminopyrimidin-4-yl)prop-2-yn-1-yl)-1,7-dimethyl-8-(methylsulfonyl)-3,7-dihydro-1H-purine-2,6-dione